N(=NC(=O)[O-])C(=O)[O-].[Ba+2] barium azodicarboxylate